3-bromo-5-(5-(((tetrahydro-2H-pyran-2-yl)oxy)methyl)-1-((trimethylsilyl)methyl)-1H-1,2,3-triazol-4-yl)-2-((2-(trimethylsilyl)ethoxy)methoxy)pyrazine BrC=1C(=NC=C(N1)C=1N=NN(C1COC1OCCCC1)C[Si](C)(C)C)OCOCC[Si](C)(C)C